FC=1C=C(C=C(C1)F)C(C#N)=C1CCN(CC1)C(=O)N1CC=2C(CC1)=NOC2 2-(3,5-difluorophenyl)-2-(1-(4,5,6,7-tetrahydroisoxazolo[4,3-c]pyridine-5-carbonyl)piperidin-4-ylidene)acetonitrile